ClC1=NC=C(C(=N1)OC=1N=CC=2CCC3=C(C2C1F)NC1=C3C(NCC1)=O)COCC 2-((2-chloro-5-(ethoxymethyl)pyrimidin-4-yl)oxy)-1-fluoro-5,6,8,9,10,11-hexahydro-7H-pyrido[3',4':4,5]pyrrolo[2,3-f]isoquinolin-7-one